CC1=C(C(=O)O)C=C(C(=C1C)OC(C)=O)C 2,3,5-trimethyl-4-acetoxybenzoic acid